2,3,5,6-tetrachloro-N-(2,4-difluoro-3-(1H-pyrazolo[3,4-b]pyridin-5-ylethynyl)phenyl)benzenesulfonamide ClC1=C(C(=C(C=C1Cl)Cl)Cl)S(=O)(=O)NC1=C(C(=C(C=C1)F)C#CC=1C=C2C(=NC1)NN=C2)F